C(C)N1C(N(C2=C1C=C(C=C2)[C@H]2[C@@H](CNCC2)O)C2C(NC(CC2)=O)=O)=O 3-[3-ethyl-5-[(3S,4S)-3-hydroxy-4-piperidyl]-2-oxo-benzimidazol-1-yl]piperidine-2,6-dione